1,2,3,4-Butanetetracarboxylic acid, tetrakis(1,2,2,6,6-pentamethyl-4-piperidinyl) ester C(C(C(CC(=O)OC1CC(N(C(C1)(C)C)C)(C)C)C(=O)OC1CC(N(C(C1)(C)C)C)(C)C)C(=O)OC1CC(N(C(C1)(C)C)C)(C)C)C(=O)OC1CC(N(C(C1)(C)C)C)(C)C